4-(1-phenylethyl)-1H-indol-5-amine C1(=CC=CC=C1)C(C)C1=C2C=CNC2=CC=C1N